3,4-dihydro-5-oxa-1,2a-diazaacenaphthylen N1=CN2CCOC3=CC=CC1=C23